C(C)(=O)N1CCN(CC1)CC1=C(C=C(C=C1)NC(=O)NC=1SC(=C(N1)C)C1=NC(=NC=C1)NCC)C(F)(F)F 1-(4-((4-acetylpiperazin-1-yl)methyl)-3-(trifluoromethyl)-phenyl)-3-(5-(2-(ethylamino)-pyrimidin-4-yl)-4-methylthiazol-2-yl)urea